F[C@@H]1[C@@H](CN(C1)C(C1=C(C=CC=C1)F)=O)NC(C1=CC=CC=C1)=O N-[(3R,4S)-4-fluoro-1-(2-fluorobenzoyl)pyrrolidin-3-yl]benzamide